C(=O)O.C1NCC12CC(C2)N2CCCC1=CC(=CC(=C21)C2=C1C(=NC=C2)C=C(S1)CN1C(CCC1=O)=O)Cl 1-[[7-[1-(2-azaspiro[3.3]heptan-6-yl)-6-chloro-3,4-dihydro-2H-quinolin-8-yl]thieno[3,2-b]pyridin-2-yl]methyl]pyrrolidine-2,5-dione, formic acid salt